[5-(trifluoromethyl)pyridin-2-yl]methanamine hydrochloride Cl.FC(C=1C=CC(=NC1)CN)(F)F